methyl 3-(3-nitropyrazol-1-yl)benzoate [N+](=O)([O-])C1=NN(C=C1)C=1C=C(C(=O)OC)C=CC1